tert-butyl N-{6-fluorothieno[3,2-c][1,2]thiazol-3-yl}-N-(thiophen-2-ylmethyl)carbamate FC1=CSC=2C1=NSC2N(C(OC(C)(C)C)=O)CC=2SC=CC2